peroxy oxide O1OO1